Leucine-O-Methylester COC([C@@H](N)CC(C)C)=O